FC=1C=CC(=C2C=C(NC12)C(=O)O)NC1=C2C=CNC2=C(C=C1)F 7-fluoro-4-((7-fluoro-1H-indol-4-yl)amino)-1H-indole-2-carboxylic acid